ClC=1C=C(C=CC1F)N(C(=O)C1CC(=NN1C1=NC(=CC(=C1)C(F)(F)F)C)C(=O)N1CCOCC1)C N-(3-chloro-4-fluorophenyl)-N-methyl-1-(6-methyl-4-(trifluoromethyl)pyridin-2-yl)-3-(morpholine-4-carbonyl)-4,5-dihydro-1H-pyrazole-5-carboxamide